Cl.Cl.COC(=O)C1=CC2=C(N(C=N2)CCC[C@H]2NCCC[C@@H]2O)C(=C1)Br 7-bromo-1-(3-((2R,3S)-3-hydroxypiperidin-2-yl)propyl)-1H-benzo[d]imidazole-5-carboxylic acid methyl ester dihydrochloride